CS(=O)(=O)C1=CC(=C(C(=O)O)C=C1)N1CCOCC1 4-(methylsulfonyl)-2-morpholinobenzoic acid